C(C)(C)NC(=O)NS(=O)(=O)C=1C=NC=CC1NC=1C=C(C=CC1)C 1-isopropyl-3-[(4-m-toluidino-3-pyridyl)sulfonyl]urea